tert-butyl (E)-3-(pyrimidin-2-ylamino)-4-(4-(trifluoromethyl)styryl)pyrrolidine-1-carboxylate N1=C(N=CC=C1)NC1CN(CC1\C=C\C1=CC=C(C=C1)C(F)(F)F)C(=O)OC(C)(C)C